5-(2-fluoro-6-methoxyphenyl)-3-(4-(4-methylpiperazin-1-yl)phenyl)-1H-pyrazolo[3,4-c]pyridine FC1=C(C(=CC=C1)OC)C=1C=C2C(=CN1)NN=C2C2=CC=C(C=C2)N2CCN(CC2)C